17-hydroxystearic acid OC(CCCCCCCCCCCCCCCC(=O)O)C